FC1(CN(CCC1=O)C(=O)OC(C)(C)C)C(=O)OC 1-(tert-butyl) 3-methyl 3-fluoro-4-oxopiperidine-1,3-dicarboxylate